O(P([O-])(=O)OP(=O)([O-])[O-])C\C=C(\CO)/C (E)-4-hydroxy-3-methylbut-2-enyl diphosphate